C(#N)C=1C=C(C=C(C1)F)N1C(N(C(C1)=O)CC(=O)O)=O 2-(3-(3-cyano-5-fluorophenyl)-2,5-dioxo-imidazolin-1-yl)acetic acid